C(C(=C)C)(=O)OCC12C3(CCC(C2CCC1)C3)COC(C(=C)C)=O bis(methacryloyloxymethyl)tricyclo[5.2.1.02,6]decane